C(C1=CC=CC=C1)(C1=CC=CC=C1)C=CC=C 4-benzhydryl-1,3-butadiene